(4-methylpiperazin-1-yl)(3-(pyrazolo[1,5-a]pyridin-5-yl)-1H-pyrrolo[2,3-b]pyridin-5-yl)methanone CN1CCN(CC1)C(=O)C=1C=C2C(=NC1)NC=C2C2=CC=1N(C=C2)N=CC1